5-(2-Aminopropoxy)-2-methyl-N-(1-(naphthalen-1-yl)cyclopropyl)benzamide NC(COC=1C=CC(=C(C(=O)NC2(CC2)C2=CC=CC3=CC=CC=C23)C1)C)C